(2E)-3-(2-methoxyphenyl)prop-2-enoic acid COC1=C(C=CC=C1)/C=C/C(=O)O